FC=1C(=NC(=NC1)NC1=CC=C(C=N1)CC1CCN(CC1)C1=CC=C(C=C1)CO)C=1C=C(C2=C(N(C(=N2)C)C(C)C)C1)F (4-(4-((6-((5-fluoro-4-(4-fluoro-1-isopropyl-2-methyl-1H-benzo[d]imidazol-6-yl)pyrimidin-2-yl)amino)pyridin-3-yl)methyl)piperidin-1-yl)phenyl)methanol